FC(C1=CC(=NN1C)C(=O)O\N=C(/N)\C1(CC1)C=1C=C(C=CC1)C)F (Z)-N'-((5-(difluoromethyl)-1-methyl-1H-pyrazole-3-carbonyl)oxy)-1-(m-tolyl)cyclopropane-1-carboximidamide